[Cu].BrC=1C=NC=CC1 (3-bromopyridine) copper